C(C)(C)(C)OC(=O)C1=C(C=C(C=C1)C1=NC=NC2=CC(=CC=C12)CCCCCCC(C(=O)O)=O)C1CCCC1 8-[4-(4-tert-butoxycarbonyl-3-cyclopentyl-phenyl)quinazolin-7-yl]oxooctanoic acid